2-bromo-4-(difluoromethyl)benzonitrile BrC1=C(C#N)C=CC(=C1)C(F)F